C[Si](CCOC([C@H](CSSC[C@@H](C(=O)OCC[Si](C)(C)C)NC(=O)OC(C)(C)C)NC(=O)OC(C)(C)C)=O)(C)C Bis[2-(trimethylsilyl)ethyl]-N,N'-bis(tert-butoxycarbonyl)-L-cystinate